BrC1=CC=C(C=C1)C1=CC=CC=C1 4-Bromo-biphenyl